ClC1=C(C2=C(N=N1)CNC2)C 3-chloro-4-methyl-5,7-dihydro-6H-pyrrolo[3,4-c]pyridazine